C(C(=O)[15NH]CC(=O)O)[15NH2] 2-(2-AMINOACETAMIDO)ACETIC ACID-15N2